CC1(CCN(CC1)C(=O)OC(C)(C)C)C(NC=1C=NC=C(C1)C)=O tert-butyl 4-methyl-4-(N-(5-methylpyridin-3-yl)carbamoyl)piperidine-1-carboxylate